ClC=1C=C(C=CC1)C=1C(=C(C(=NC1)C(=O)NC(C(=O)OC)(C)C)O)C methyl 2-(5-(3-chlorophenyl)-3-hydroxy-4-methylpicolinamido)-2-methylpropanoate